O[C@@H]1CNCC1 (3S)-3-hydroxypyrrolidin